3-bromopyrimido[2,1-b][1,3]benzothiazol-2-one BrC=1C(N=C2SC3=C(N2C1)C=CC=C3)=O